ClC1=NC=C(C(=N1)C1=C(N=C(S1)N(C(OC(C)(C)C)=O)C)C)Cl tert-butyl (5-(2,5-dichloropyrimidin-4-yl)-4-methylthiazol-2-yl)(methyl)carbamate